3-chloro-2-(2,6-difluorobenzyl)-6-propionyl-2,4,5,6-tetrahydro-7H-pyrazolo[3,4-c]pyridin-7-one ClC=1N(N=C2C(N(CCC21)C(CC)=O)=O)CC2=C(C=CC=C2F)F